COC1=C(C=CC=C1)C1=C(C=NC(=C1)C)C(=O)NC=1SC2=C(N1)CN(C2)C(=O)C2=CC=NN2C 4-(2-methoxyphenyl)-6-methyl-N-[5-(1-methyl-1H-pyrazole-5-carbonyl)-4H,5H,6H-pyrrolo[3,4-d][1,3]thiazol-2-yl]pyridine-3-carboxamide